4-(di-phenylphosphino)butane-1-sulfonic acid C1(=CC=CC=C1)P(CCCCS(=O)(=O)O)C1=CC=CC=C1